C(C)OC1=C(C=CC=C1)C(=O)N1CCC(CC1)CCCCNC(=O)C=1C=CC=2N(C1)C=CN2 N-(4-{1-[(2-ethoxyphenyl)carbonyl]piperidin-4-yl}butyl)imidazo[1,2-a]pyridine-6-carboxamide